C(C)(=O)NCCSSCCNC(C1=CC=C(C=C1)C(C=O)=O)=O acetyl-N'-(p-glyoxyloylbenzoyl)cystamine